C(C)OC(C=CN(CC)CC)=O ethyl-3-(diethylamino)acrylate